2,6-bis-tert-butylphenol C(C)(C)(C)C1=C(C(=CC=C1)C(C)(C)C)O